N1(CCOCC1)C#N morpholinecarbonitrile